C(N)(OC(C)(CC(C)(C)C)C1CNC1)=O (tert-butyl 2-(azetidin-3-yl) propan-2-yl) carbamate